OCC(C(=O)OC1C[C@H]2CCC(C1)N2C)C2=CC=CC=C2 |r| (RS)-(8-Methyl-8-azabicyclo[3.2.1]oct-3-yl) 3-hydroxy-2-phenylpropanoate